N-((7-(3,5-difluorophenoxy)-2,2-difluoro-3-oxo-2,3-dihydro-1H-inden-4-yl)(methyl)(oxo)-λ6-sulfanylidene)cyanamide FC=1C=C(OC=2C=CC(=C3C(C(CC23)(F)F)=O)S(=NC#N)(=O)C)C=C(C1)F